4-[3-(2-fluoro-4-methyl-phenoxy)-7,8-dihydro-5H-1,6-naphthyridin-6-yl]-6-methoxy-quinazoline FC1=C(OC=2C=NC=3CCN(CC3C2)C2=NC=NC3=CC=C(C=C23)OC)C=CC(=C1)C